FC(C1=CC=CC(=N1)OCC1[C@H]2CN(C[C@@H]12)C(=O)C=1N=CC(=NC1)C(=O)NN)(F)F 5-[(1R,5S,6S)-6-({[6-(trifluoromethyl)pyridin-2-yl]oxy}methyl)-3-azabicyclo[3.1.0]hexane-3-carbonyl]-pyrazine-2-carbohydrazide